OC1=C(C=NN1C)OC(C1=CC=NC(=C1)OC)=O 5-hydroxy-1-methyl-1H-pyrazol-4-yl-6-methoxyisonicotinate